3,5-dimethoxyphenylacetylene COC=1C=C(C=C(C1)OC)C#C